5-(3,6-Dihydro-2H-pyran-4-yl)-N-ethyl-N-(2,2,2-trifluoro-1-(4-fluorophenyl)ethyl)thiophene-2-sulfonamide O1CCC(=CC1)C1=CC=C(S1)S(=O)(=O)N(C(C(F)(F)F)C1=CC=C(C=C1)F)CC